C(C)(C)NC(=O)N[C@H]1C[C@H](CC1)C1=CC(=NN1)NC1=NC=CC=N1 1-isopropyl-3-((1R,3S)-3-(3-(pyrimidin-2-ylamino)-1H-pyrazol-5-yl)cyclopentyl)urea